C(C)OC(C(C=1C=C(C=CC1)C)(F)F)=O 2,2-difluoro-2-m-tolylacetic acid ethyl ester